1-(benzo[d][1,3]dioxol-5-yl)-1-ethanone O1COC2=C1C=CC(=C2)C(C)=O